ClCC(CCl)O[Al](CC)CC (1,3-dichloro-2-propoxy)diethylaluminum